O1CCOC12C(CCC2)CO 1,4-dioxaspiro[4.4]nonane-6-methanol